ClC=1C=CC2=C([C@@H](C[C@@H](O2)C(=O)N[C@H]2CO[C@@H](CC2)C=2OC(=NN2)[C@@H]2C[C@@H](C2)OC(F)(F)F)O)C1 (2R,4R)-6-chloro-4-hydroxy-N-[(3R,6S)-6-{5-[cis-3-(trifluoromethoxy)cyclobutyl]-1,3,4-oxadiazol-2-yl}oxan-3-yl]-3,4-dihydro-2H-1-benzopyran-2-carboxamide